(3S)-1-(2-(2,6-dioxopiperidin-3-yl)-6-fluoro-1,3-dioxoisoindolin-5-yl)pyrrolidine-3-carbaldehyde O=C1NC(CCC1N1C(C2=CC(=C(C=C2C1=O)N1C[C@H](CC1)C=O)F)=O)=O